C(C)(C)(C)OC(=O)N1CC(=CCC1)C1=NC=C(C=C1)CC(=O)O 2-(1'-(tert-butoxycarbonyl)-1',2',5',6'-tetrahydro-[2,3'-bipyridin]-5-yl)acetic acid